carbonyl hydrosulfide C(=O)(S)S